5-(2-(4-((2-(4-(1-(azetidin-3-yl)piperidin-4-yl)piperazin-1-yl)pyrimidin-4-yl)methoxy)phenyl)propan-2-yl)-3-chloro-2-ethoxybenzonitrile N1CC(C1)N1CCC(CC1)N1CCN(CC1)C1=NC=CC(=N1)COC1=CC=C(C=C1)C(C)(C)C=1C=C(C(=C(C#N)C1)OCC)Cl